[4-[5-Bromo-6-[(1R,4R)-2-oxa-5-azabicyclo[2.2.1]heptan-5-yl]indazol-2-yl]cyclohexyl]methanol BrC1=CC2=CN(N=C2C=C1N1[C@H]2CO[C@@H](C1)C2)C2CCC(CC2)CO